COC=1C=NC2=C(C=C(C=C2N1)CO)C=1SC2=C(N1)C(=C(C(=C2)OC)C)C (3-methoxy-8-(6-methoxy-4,5-dimethylbenzo[d]thiazol-2-yl)quinoxalin-6-yl)methanol